2-(2-(2-aminoethoxy)ethoxy)ethylamine NCCOCCOCCN